methyl (S)-2-chloro-1-(2-hydroxyethyl)-4-methyl-5-(2-(trifluoromethyl) phenyl)-1H-pyrrole-3-carboxylate ClC=1N(C(=C(C1C(=O)OC)C)C1=C(C=CC=C1)C(F)(F)F)CCO